N-(4-Cyanophenyl)-4-hydroxy-3-{5-[4-(trifluoromethoxy)phenyl]-1H,2H,3H,4H,5H,6H-pyrrolo[3,4-c]pyrrol-2-yl}butanamide C(#N)C1=CC=C(C=C1)NC(CC(CO)N1CC=2CN(CC2C1)C1=CC=C(C=C1)OC(F)(F)F)=O